C(CCC)NP(N)(N)=S N-(n-butyl)-thiophosphoric acid triamide